C1(=CC=CC=C1)C(CC1=C(C=CC=C1)O)=C 2-(2-phenylallyl)phenol